2-(3-(1-methyl-4-(4-methyl-4H-1,2,4-triazol-3-yl)-1H-pyrazol-5-yl)phenyl)-3-oxo-7-(trifluoromethyl)isoindoline-5-carbaldehyde CN1N=CC(=C1C=1C=C(C=CC1)N1CC2=C(C=C(C=C2C1=O)C=O)C(F)(F)F)C1=NN=CN1C